NC=1N=C(SC1C(=O)C1=CC(=NO1)OC(F)F)N(C1=CC=C(C=C1)F)C(C(=O)N)C (N-[4-amino-5-[3-(difluoromethoxy)isoxazole-5-carbonyl]thiazol-2-yl]-4-fluoro-anilino)propanamide